CN1N=C(N=N1)C1=CC(=CC=C1)[N+](=O)[O-] 2-methyl-5-(3-nitrophenyl)-2H-tetrazole